N-methylhenicosaneamide CNC(CCCCCCCCCCCCCCCCCCCC)=O